[3-[3-(4-chloro-2-mesyl-phenyl)-1-bicyclo[1.1.1]pentanyl]azetidin-1-yl]-[6-(5-cyclopropyl-4H-1,2,4-triazol-3-yl)-2-azaspiro[3.3]heptan-2-yl]methanone ClC1=CC(=C(C=C1)C12CC(C1)(C2)C2CN(C2)C(=O)N2CC1(C2)CC(C1)C1=NN=C(N1)C1CC1)S(=O)(=O)C